2-[[[6-methoxy-5-[2-[4-(trifluoromethyl)cyclohexyl]vinyl]-3-pyridinyl]amino]methyl]prop-2-enoic acid COC1=C(C=C(C=N1)NCC(C(=O)O)=C)C=CC1CCC(CC1)C(F)(F)F